1,1',1''-methane-triyltribenzene C(C1=CC=CC=C1)(C1=CC=CC=C1)C1=CC=CC=C1